N-(5-chloro-2-pyridyl)-1,1,1-trifluoro-N-(trifluoromethylsulfonyl)methanesulfonamide ClC=1C=CC(=NC1)N(S(=O)(=O)C(F)(F)F)S(=O)(=O)C(F)(F)F